di(4-iso-propylphenyl)-carbonate C(C)(C)C1=CC=C(C=C1)OC(OC1=CC=C(C=C1)C(C)C)=O